2-Amino-6,6-dimethyl-6,7-dihydro[1,3]thiazolo[5,4-c]pyridine-5(4H)-carboxylic acid tert-butyl ester C(C)(C)(C)OC(=O)N1CC2=C(CC1(C)C)N=C(S2)N